CC1=C(SC=C1)C=1C(=NC=CC1)C(=O)N (methylthiophenyl)picolinamide